ClC=1C=C(CC2=NOC(=N2)CC(C(=O)OC(C)(C)C)P(=O)(OCC)OCC)C=C(C1)Cl tert-butyl 3-(3-(3,5-dichlorobenzyl)-1,2,4-oxadiazol-5-yl)-2-(diethoxyphosphoryl)propanoate